C(C)(C)(C)OC(=O)NC1CCN(CC1)CCS(=O)(=O)N(C1=CC=CC=C1)CC1=CC=C(C(=O)OC)C=C1 methyl 4-((2-(4-(tert-butoxycarbonylamino)piperidin-1-yl)-N-phenylethylsulfonamido)methyl)benzoate